ClC1=CC=C(C=C1)C=1N=CN(C1)C12CC(C1)(C2)NC(COC2(CCC2)OC(F)(F)F)=O N-(3-(4-(4-chlorophenyl)-1H-imidazol-1-yl)bicyclo[1.1.1]pent-1-yl)-2-(3-cis-(trifluoromethoxy)cyclobutoxy)acetamide